C(C)(C)C1=CC=C(C=C1)CC(=O)N1CC2=C(N=C(NC2=O)C2(CC2)C2=CC=CC=C2)CC1 6-(2-(4-isopropylphenyl)acetyl)-2-(1-phenylcyclopropyl)-5,6,7,8-tetrahydropyrido[4,3-d]pyrimidin-4(3H)-one